6-(5-cyclopropyl-2-thienyl)-3-methyl-2-oxo-imidazo[4,5-b]Pyridine C1(CC1)C1=CC=C(S1)C=1C=C2C(=NC1)N(C(N2)=O)C